(±)-tert-Butyl (1-(4-amino-2-((methylsulfinyl)methyl)phenyl)cyclopropyl)carbamate NC1=CC(=C(C=C1)C1(CC1)NC(OC(C)(C)C)=O)C[S@](=O)C |r|